NC1=NC=C(C(=O)NC=2C(=C(C=CC2)C2=C(C(=CC=C2)C2=CC(=C(C(=C2)OC)C=O)F)C)C)C=C1 6-amino-N-(3''-fluoro-4''-formyl-5''-methoxy-2,2'-dimethyl-[1,1':3',1''-terphenyl]-3-yl)nicotinamide